4-(6-(bis(4-methoxybenzyl)amino)-2-fluoropyridin-3-yl)piperazine-1-carboxylic acid tert-butyl ester C(C)(C)(C)OC(=O)N1CCN(CC1)C=1C(=NC(=CC1)N(CC1=CC=C(C=C1)OC)CC1=CC=C(C=C1)OC)F